OCC=1C=NN(C1OC)C1=CC(=C(C=N1)C#N)C 6-(4-(hydroxymethyl)-5-methoxy-1H-pyrazol-1-yl)-4-methylpyridine-3-carbonitrile